5-[(3-ethoxypropyl)amino]Pentanesulfonic acid C(C)OCCCNCCCCCS(=O)(=O)O